C(#N)C1CN(C1)CC1=CC=C(C=C1)C1=C2C(=NC=C1)NC=C2 4-(4-((3-cyanoazetidin-1-yl)methyl)phenyl)-1H-pyrrolo[2,3-b]pyridin